C(C)(C)(C)OC(=O)N(C=1C=2N(N=C(C1)NC1CCN(CC1)C(=O)OC(C)(C)C)C(=CN2)C(C)C)CC2=C(C=CC=C2)OC(F)(F)F tert-butyl 4-((8-((tert-butoxycarbonyl)(2-(trifluoromethoxy)benzyl)amino)-3-isopropylimidazo[1,2-b]pyridazin-6-yl)amino)piperidine-1-carboxylate